bornylene-maleic anhydride C12(C(=CC(CC1)C2(C)C)/C/2=C/C(=O)OC2=O)C